O1C(=NC2=C1C=CC=C2)C=2N=C(N(C(C2OC)=O)C)NC(C2=CC=C1CNC(C1=C2)=O)C2=CC=CC=C2 6-({[4-(1,3-benzoxazol-2-yl)-5-methoxy-1-methyl-6-oxopyrimidin-2-yl]amino}(phenyl)methyl)-2,3-dihydroisoindol-1-one